C1(=CC=CC=C1)NC(=O)NC1=CC=CC=C1 N,N'-diphenyl-urea